COC=1N=C2C(=CC=NC2=CC1OC)OC1=C(C=C(C=C1)NC(=O)C=1C(=NC=C(C1O)C=1OC(=CC1)C)C)F N-[4-[(6,7-Dimethoxy-1,5-naphthyridin-4-yl)oxy]-3-fluorophenyl]-4-hydroxy-2-methyl-5-(5-methylfuran-2-yl)pyridine-3-carboxamide